2-chloro-8-{(5,6-dichloropyridin-3-yl)oxy}-7,8-dihydro-quinolin-5(6H)-one ClC1=NC=2C(CCC(C2C=C1)=O)OC=1C=NC(=C(C1)Cl)Cl